C(N)(=O)C=1N=NC(=CC1NC1=CC=C(C(=O)OC(C)(C)C)C=C1)C1=C(C=CC=C1F)F tert-Butyl 4-((3-carbamoyl-6-(2,6-difluorophenyl)pyridazin-4-yl)amino)benzoate